N1(N=NC=C1)CCSC1=CC=C(C=C1)O 4-((2-(1H-1,2,3-triazol-1-yl)ethyl)thio)phenol